The molecule is a kaempferol O-glucuronide that is kaempferol with a beta-D-glucosiduronic acid residue attached at the 7-position. It has a role as a metabolite. It is a kaempferol O-glucuronide and a trihydroxyflavone. C1=CC(=CC=C1C2=C(C(=O)C3=C(C=C(C=C3O2)O[C@H]4[C@@H]([C@H]([C@@H]([C@H](O4)C(=O)O)O)O)O)O)O)O